C1=CC=C(C=C1)NC(=NC2=CC=CC=C2)N DIPHENYLGUANIDINE